OC(CCC[SiH2]OC)COC(=O)C1=CC=C(C=C1)O 4-hydroxy-5-(p-hydroxyphenyl-carbonyloxy)pentylmethoxysilane